3,12-dichlorobenzo[2,3][1]benzofuro[5,6-b][1]benzofuro[3,2-e][1]benzofuran ClC1=CC2=C(C=C1)C1=C(C=CC3=C1C1=C(O3)C=C3C4=C(OC3=C1)C=C(C=C4)Cl)O2